2-(2-(2-(3-(3',6'-dihydroxy-3-oxo-3H-spiro[isobenzofuran-1,9'-xanthen]-5-yl)thioureido)ethoxy)ethyl)succinimide OC=1C=CC=2C3(C4=CC=C(C=C4OC2C1)O)OC(C1=CC(=CC=C13)NC(NCCOCCC1C(=O)NC(C1)=O)=S)=O